C(=O)OC1=CC(C(C)C)=CC=C1C carvacryl formate